C1=NC=CC2=CC=C(C=C12)CN1C(=NC2=C1C=CC=C2)N2C[C@@H](CCC2)N (R)-1-(1-(isoquinolin-7-ylmethyl)-1H-benzo[d]imidazol-2-yl)piperidin-3-amine